S1N=C(C=C1)CN1C=NC2=C1C=C(C=C2)C(=O)O (isothiazol-3-ylmethyl)-1H-benzo[d]imidazole-6-carboxylic acid